O1C(OCC1)C1=C(C(=CC=C1OCC1=CC=C(C=C1)OC)F)C#CC1=NC=CC(=C1)C(=O)OC methyl 2-{2-[2-(1,3-dioxolan-2-yl)-6-fluoro-3-[(4-methoxyphenyl)methoxy] phenyl]ethynyl}pyridine-4-carboxylate